C1(=CC=C(C=C1)C=1C=C2C(=NC1)NC(=N2)C(=O)O)C2=CC=CC=C2 6-([1,1'-biphenyl]-4-yl)-3H-imidazo[4,5-b]pyridine-2-carboxylic acid